S(=O)N sulfanamide